2-(2,3-dichlorophenyl)-pyrazole-4-carboxamide ClC1=C(C=CC=C1Cl)N1N=CC(=C1)C(=O)N